2-((5-Bromo-2-((2-methyl-4-sulfamoylphenyl)amino)pyrimidin-4-yl)amino)-6-fluorobenzamide BrC=1C(=NC(=NC1)NC1=C(C=C(C=C1)S(N)(=O)=O)C)NC1=C(C(=O)N)C(=CC=C1)F